Dihydroxyethyl Stearyl Glycinate CCCCCCCCCCCCCCCCCC[N+](CCO)(CCO)CC(=O)[O-]